BrC1=C(C=C2C=CNC2=C1)C(=O)OC methyl 6-bromo-1H-indole-5-carboxylate